ethyl 2-(3-(1-(tert-butoxy)-2-methyl-1-oxoprop-2-yl) ureido)-4-methylthiophene-3-carboxylate C(C)(C)(C)OC(C(C)(C)NC(NC=1SC=C(C1C(=O)OCC)C)=O)=O